spiro[3.5]nonane-7-carboxamide C1CCC12CCC(CC2)C(=O)N